C(C)C1=NC=2C(=CC(=CC2C=2N1C=C(N2)C)C)[C@@H](C)N[S@](=O)C(C)(C)C (R)-N-((R)-1-(5-ethyl-2,9-dimethylimidazo[1,2-c]quinazolin-7-yl)ethyl)-2-methylpropane-2-sulfinamide